C(#N)C1=CC=C(C=C1)C1(CCN(CC1)C(=O)C=1C=CC(=C(C1)NC(N(C)CCOC)=O)C)F 3-(5-(4-(4-cyanophenyl)-4-fluoropiperidine-1-carbonyl)-2-methylphenyl)-1-(2-methoxyethyl)-1-methylurea